5-(p-tolyl)-2H-1,2,3-triazole-4-carbonitrile C1(=CC=C(C=C1)C=1C(=NNN1)C#N)C